6-fluoro-7-(hydroxymethyl)-3-methylpyrazolo[1,5-a]quinoxalin-4(5H)-one FC1=C2NC(C=3N(C2=CC=C1CO)N=CC3C)=O